CN(C(=O)C=1C=C2C(C=COC2=C(C1)C=C)=O)C N,N-dimethyl-4-oxo-8-vinyl-chromene-6-carboxamide